C(C)OC(CC(C)/C(=C(/C(=O)[O-])\C(C)CC(OCC)=O)/C(=O)[O-])=O di-(4-ethoxy-4-oxo-butan-2-yl)-maleate